ClC=1C=C2CCN(CC2=C(C1)[C@H]1N(CCC1)C(=O)[O-])C([C@](C(F)(F)F)(C)O)=O (S)-2-(6-chloro-2-((S)-3,3,3-trifluoro-2-hydroxy-2-methylpropionyl)-1,2,3,4-Tetrahydroisoquinolin-8-yl)pyrrolidine-1-carboxylate